FC(C1=CC=C(C=C1)C=1C(=CC=CC1)C(=O)OC)(F)F methyl 4'-(trifluoromethyl)[1,1'-biphenyl]-2-carboxylate